1-morpholino-2,3-dihydro-1H-inden O1CCN(CC1)C1CCC2=CC=CC=C12